C(C(C(CC(=O)[O-])C(=O)[O-])C(=O)[O-])C(=O)OC1CC(NC(C1)(C)C)(C)C (2,2',6,6'-tetramethyl-4-piperidyl) 1,2,3,4-butanetetracarboxylate